S(C)(=O)(=O)O.S(=O)(=O)(O)O.C methane sulfate (mesylate)